1-[3,5-dichloro-4-[[3-chloro-5-(trifluoromethyl)-2-pyridyl]oxy]phenyl]-3-[(1S)-1-(2-pyrimidin-2-yl-1,2,4-triazol-3-yl)ethyl]urea ClC=1C=C(C=C(C1OC1=NC=C(C=C1Cl)C(F)(F)F)Cl)NC(=O)N[C@@H](C)C=1N(N=CN1)C1=NC=CC=N1